4-(bis(2-chloroethyl)amino)-2-methylphenol ClCCN(C1=CC(=C(C=C1)O)C)CCCl